azanium trifluoroacetate FC(C(=O)[O-])(F)F.[NH4+]